dibutyltin formate C(=O)[O-].C(CCC)[Sn+2]CCCC.C(=O)[O-]